CN1[C@H]2CN[C@H](C1)C2 (1S,4R)-5-methyl-2,5-diazabicyclo[2.2.1]heptane